Hexanedial C(CCCCC=O)=O